C(C)(C)(C)OC(=O)N1CCC2(CC(C2)NC=2C=CC=3N(N2)C(=CN3)C3=CC(=CC=C3)C(F)(F)F)CC1 (l)-2-((3-(3-(trifluoromethyl)phenyl)imidazo[1,2-b]pyridazin-6-yl)amino)-7-azaspiro[3.5]nonane-7-carboxylic acid tert-butyl ester